C(#N)C1=CC(=CC=2NC(=NC21)N2C[C@H]([C@@H](CC2)F)NC(OC(C)(C)C)=O)F tert-butyl ((3R,4R)-1-(4-cyano-6-fluoro-1H-benzimidazol-2-yl)-4-fluoropiperidin-3-yl)carbamate